(2S)-4-(2-aminothiazol-5-yl)-2-methyl-piperazine-1-carboxylic acid tert-butyl ester C(C)(C)(C)OC(=O)N1[C@H](CN(CC1)C1=CN=C(S1)N)C